6-METHOXYPYRIDIN COC1=CC=CC=N1